3-(4-amino-2-(azetidine-1-carbonyl)-7-(pyrimidin-4-yl)pyrazolo[1,5-a]pyrazin-6-yl)benzonitrile NC=1C=2N(C(=C(N1)C=1C=C(C#N)C=CC1)C1=NC=NC=C1)N=C(C2)C(=O)N2CCC2